3-(trans-4-{[7-(dimethylamino)-4-quinazolinyl]oxy}cyclohexyl)-1-[5-(trifluoromethyl)-3-pyridinyl]-2,4-imidazolidinedione CN(C1=CC=C2C(=NC=NC2=C1)O[C@@H]1CC[C@H](CC1)N1C(N(CC1=O)C=1C=NC=C(C1)C(F)(F)F)=O)C